S(=O)(=O)([O-])[O-].[NH4+].C1(=CC=CC=C1)OC(=CC)CCCCCCCCC.[NH4+] nonylpropenyl phenyl ether ammonium sulfate